tert-butyl (1S,2S,3R,5R)-3-((6-chloropyridazin-3-yl)oxy)-2-fluoro-9-azabicyclo[3.3.1]nonane-9-carboxylate ClC1=CC=C(N=N1)O[C@H]1[C@H]([C@@H]2CCC[C@H](C1)N2C(=O)OC(C)(C)C)F